CC1=C(C=CC(=C1)C=1N=CN(C1)C1=NC=C(C=C1)C(F)(F)F)NC(N)=O 3-(2-methyl-4-(1-(5-(trifluoromethyl)pyridin-2-yl)-1H-imidazol-4-yl)phenyl)urea